C1(CC1)C=1C(=NON1)C(=O)N[C@H](C=1N=C2N(N=CC(=C2)C[C@H]2C(NCC[C@@H]2C(F)(F)F)=O)C1)C1CCC(CC1)(F)F |o1:21,26| 4-Cyclopropyl-N-[(S)-(4,4-difluorocyclohexyl)-[7-[[(3R*,4S*)-2-oxo-4-(trifluoromethyl)-3-piperidyl]methyl]imidazo[1,2-b]pyridazin-2-yl]methyl]-1,2,5-oxadiazole-3-carboxamide